C[Si](O[Si](O[Si](C)(C)C)(C)O[SiH](O[Si](O[Si](C)(C)C)(O[Si](C)(C)C)C)O[Si](O[Si](C)(C)C)(O[Si](C)(C)C)C)(C)C tris((1,1,1,3,5,5,5-heptamethyltrisiloxan-3-yl)oxy)-silane